5-chloro-N-(4-methoxyphenyl)-N,1-dimethylpyrazolo[4,3-d]pyrimidin-7-amine ClC=1N=C(C2=C(N1)C=NN2C)N(C)C2=CC=C(C=C2)OC